FC=1C(=NC=CC1)CNC(=O)C=1N=COC1 N-[(3-fluoropyridin-2-yl)methyl]-1,3-oxazole-4-carboxamide